C1(CC1)C(=NC1=CC=C(C=C1)OC)SCC1=C(C=CC=C1)/C(/C(=O)OC)=C\OC methyl (2E)-2-{2-[({cyclopropyl[(4-methoxyphenyl)imino]methyl} sulfanyl)methyl]phenyl}-3-methoxyprop-2-enoate